3-(cyclohex-1-en-1-yl)-5-(hydroxymethyl)-2-phenyl-6-(quinolin-6-yl)pyrazolo[1,5-a]pyrimidin-7(4H)-one C1(=CCCCC1)C=1C(=NN2C1NC(=C(C2=O)C=2C=C1C=CC=NC1=CC2)CO)C2=CC=CC=C2